CC1=NC=C(C(=N1)O)C1=CC=CC=C1 2-methyl-5-phenylpyrimidin-4-ol